CC1=NOC(=C1C1=CCNCC(N1C)=O)C 7-(3,5-dimethylisoxazol-4-yl)-1-methyl-2-oxo-1,2,3,4-tetrahydro-[1,4]diazepin